C(CCCCCCCCCCCCCCCCC)C1=C(C(NC=C1)=O)O octadecylhydroxypyridone